(R)-2-(4-((5-chloro-4-(pyrrolidin-3-ylamino)-7H-pyrrolo[2,3-d]pyrimidin-2-yl)amino)-1H-pyrazol-1-yl)ethan-1-ol ClC1=CNC=2N=C(N=C(C21)N[C@H]2CNCC2)NC=2C=NN(C2)CCO